NC1=NC2=CC=C(C=C2C=C1C)C(=O)N(CC1=NC=C(C=C1)C(F)(F)F)C[C@H](C(F)(F)F)OC 2-amino-3-methyl-N-((2R)-3,3,3-trifluoro-2-methoxypropyl)-N-((5-(trifluoromethyl)-2-pyridinyl)methyl)-6-quinolinecarboxamide